COC[C@@H](N1N=CC=C1)C=1NC(C=2SC(=C3OCCCC1C23)C=2C=NNC2)=O (S)-5-(2-methoxy-1-(1H-pyrazol-1-yl)ethyl)-1-(1H-pyrazol-4-yl)-4,6,7,8-tetrahydro-3H-9-oxa-2-thia-4-azabenzo[cd]azulen-3-one